CC1=CC=C(CN2C(N(C3=C2C=CC=C3)[C@H](CNC(C3=NC=CC=C3C)=O)CC3=CC=C(C=C3)C)=NC(OC(C)(C)C)=O)C=C1 tert-butyl (S)-(1-(4-methylbenzyl)-3-(1-(3-methylpicolinamido)-3-(p-tolyl)propan-2-yl)-1,3-dihydro-2H-benzo[d]imidazol-2-ylidene)carbamate